C12SC3CC(CC(C1)C3)C2 2-thiatricyclo[3.3.1.1{3,7}]decane